The molecule is an organic anion that is the conjugate base of 6-linalyl-2-O,3-dimethylflaviolin, obtained by deprotonation of the 7-hydroxy group. It is the major microspecies at pH 7.3 (according to Marvin v 6.2.0.). It is a conjugate base of a 6-linalyl-2-O,3-dimethylflaviolin. CC1=C(C(=O)C2=CC(=C(C(=C2C1=O)[O-])C(C)(CCC=C(C)C)C=C)O)OC